3,3''-diamino-[1,1':3',1'']terphenyl NC=1C=C(C=CC1)C1=CC(=CC=C1)C1=CC(=CC=C1)N